C(C)OCOC1=C(C(=CC(=C1)C(F)(F)F)C)C1=CN=C(N=N1)N[C@H]1CN(CCC1)C (R)-6-(2-(ethoxymethoxy)-6-methyl-4-(trifluoromethyl)phenyl)-N-(1-methylpiperidin-3-yl)-1,2,4-triazin-3-amine